2-(6-(((1R,4R,5S)-1,2-dimethyl-2-azabicyclo[2.2.1]heptan-5-yl)(methyl)amino)pyridazin-3-yl)-5-(1H-imidazol-1-yl)phenol C[C@]12N(C[C@H]([C@H](C1)N(C1=CC=C(N=N1)C1=C(C=C(C=C1)N1C=NC=C1)O)C)C2)C